NC1=NC(=C(C=C1C=1C=C2CCNC(C2=CC1)=O)C1=CC=C(C=C1)N1CCN(CC1)CCC(F)F)F 6-(2-amino-5-(4-(4-(3,3-difluoropropyl)piperazin-1-yl)phenyl)-6-fluoropyridin-3-yl)-3,4-dihydroisoquinolin-1(2H)-one